N-(5-cyclopentylpyrimidin-2-yl)-2-[(1-methyl-1H-1,2,4-triazol-5-yl)sulfanyl]-5-nitrobenzamide C1(CCCC1)C=1C=NC(=NC1)NC(C1=C(C=CC(=C1)[N+](=O)[O-])SC1=NC=NN1C)=O